COC(C1=C(C=CC(=C1)C1=C[C@@H](OC2=CC=CC=C12)CN([C@H](C)C1=CC=CC2=CC=CC=C12)C(=O)OC(C)(C)C)C)=O methyl-5-((R)-2-(((tert-butoxycarbonyl) ((R)-1-(naphthalen-1-yl)ethyl)amino)methyl)-2H-chromen-4-yl)-2-methylbenzoate